BrC1=CC=C2C3(C(N(C2=C1)C(=O)C1CC1)=O)CC3 6'-bromo-1'-(cyclopropanecarbonyl)spiro[cyclopropane-1,3'-indolin]-2'-one